ClC=1C=C(C=CC1N)NC1CCCC1 3-chloro-N-cyclopentyl-1,4-phenylenediamine